NC(C1=CC(=C2C=CC=NC2=C1O)Cl)C=1C=NC=CC1 7-(amino(pyridin-3-yl)methyl)-5-chloroquinolin-8-ol